O=CCC(CO)(O)CO deoxyapiose